BrC=1C=C(C=CC1F)NC=NO N-(3-bromo-4-fluorophenyl)-N'-hydroxyformamidine